(R)-1-(4-((6-(1,3-dimethyl-1H-pyrazol-4-yl)pyrazolo[1,5-a]pyrazin-4-yl)oxy)azepan-1-yl)prop-2-en-1-one CN1N=C(C(=C1)C=1N=C(C=2N(C1)N=CC2)O[C@H]2CCN(CCC2)C(C=C)=O)C